6-methoxy-5-((1-methylpyrrolidin-3-yl)oxy)quinazolin-4-amine COC=1C(=C2C(=NC=NC2=CC1)N)OC1CN(CC1)C